((5-((1R,4R)-2,5-diazabicyclo[2.2.1]heptan-2-yl)-3-chloropyridin-2-yl)methyl)-4-(3-(5-fluoro-2-methoxypyridin-4-yl)-1H-pyrazole-5-carbonyl)-4-azaspiro[2.5]octane-7-carboxamide [C@H]12N(C[C@H](NC1)C2)C=2C=C(C(=NC2)CC2CC21N(CCC(C1)C(=O)N)C(=O)C1=CC(=NN1)C1=CC(=NC=C1F)OC)Cl